1-(3,4-Dibromothiophen-2-yl)ethan-1-one BrC1=C(SC=C1Br)C(C)=O